C(C)S(=O)(=O)C=1C(=CC2=C(N(C(N2CS(=O)(=O)C)=O)C)C1)C1=NC=2C(=NC=C(C2)C(F)(F)F)N1C 6-ethylsulfonyl-1-methyl-3-(methylsulfonylmethyl)-5-[3-methyl-6-(trifluoromethyl)imidazo[4,5-b]pyridine-2-yl]benzimidazol-2-one